(R)-1-(2-chloropyridin-3-yl)ethyl (4-(5-(azetidine-3-sulfonamido)pyridin-2-yl)-1-methyl-1H-1,2,3-triazol-5-yl)carbamate N1CC(C1)S(=O)(=O)NC=1C=CC(=NC1)C=1N=NN(C1NC(O[C@H](C)C=1C(=NC=CC1)Cl)=O)C